ClC1=C(C=C(C=C1)[C@H]1CC2(CN(C2)C(=O)C2CC(C2)(C)O)CC1)CC |r| (rac)-(6-(4-Chloro-3-ethylphenyl)-2-azaspiro[3.4]octan-2-yl)((1s,3s)-3-hydroxy-3-methylcyclobutyl)methanone